ClC1=C(N(C=2N=C(N=CC21)NC2=CC=C(C=C2)N2CCN(CC2)C)C2=CC=CC(=N2)N=S(=O)(C)C)CCC ((6-(5-chloro-6-propyl-2-((4-(4-methylpiperazin-1-yl)phenyl)amino)-7H-pyrrolo[2,3-d]pyrimidin-7-yl)pyridin-2-yl)imino)dimethyl-λ6-sulfanone